C(C)(C)(C)OC(C1=CC=C(C=C1)NC(C(CC1=CC=CC=C1)N1N=C(C(=CC1=O)C1=C(C=CC(=C1)Cl)C(C)=O)OCCOC)=O)=O 4-(2-(4-(2-acetyl-5-chlorophenyl)-3-(2-methoxyethoxy)-6-oxopyridazin-1(6H)-yl)-3-phenylpropionamido)benzoic acid tert-butyl ester